O=C1NC(CCC1N1CCC2=C(C=CC=C12)OS(=O)(=O)F)=O 1-(2,6-dioxo-3-piperidyl)-4-fluorosulfonyloxy-indoline